FC(C(=O)O)(F)F.OCC=1C(=NC(=NC1)NC1=CC(=C(C(=C1)C)C)OC)NC=1C=CC2=C(NC(O2)=O)C1 5-(5-(hydroxymethyl)-2-(3-methoxy-4,5-dimethylphenylamino)pyrimidin-4-ylamino)benzo[d]oxazol-2(3H)-one trifluoroacetate salt